BrC1=CC=CC=2C(C3=CC(=CC=C3OC12)Br)=O 4,7-dibromoxanthone